N1(CCCCC1)C(=O)C=1C=NN2C1C=C(C=C2)C2=CNC1=NC=C(C=C12)C=1C=NC=CC1 piperidin-1-yl(5-(5-(pyridin-3-yl)-1H-pyrrolo[2,3-b]pyridin-3-yl)pyrazolo[1,5-a]pyridin-3-yl)methanone